N=C(C1=NC=CC=C1)C(C(=O)NN)N1C(CCC2=CC=CC=C12)=O (imino(pyridin-2-yl)methyl)-2-(2-oxo-3,4-dihydroquinolin-1(2H)-yl)acetohydrazide